ClC1=CC(=C(C=C1)NC(C1=CC=C(C=C1)S(NC1=CC=C(C=C1)C)(=O)=O)=O)C N-(4-chloro-2-methylphenyl)-4-(N-(p-tolyl)sulfamoyl)benzamide